4-(4-methoxyphenyl)-1-[(4-methoxyphenyl) methyl]-ethyl 2-methyl-1,4-dihydropyridine-3-carboxylate CC=1NC=CCC1C(=O)OC(C)CC1=CCC(C=C1)(OC)C1=CC=C(C=C1)OC